CC(C(=O)NNC(=O)[C@H]1N2C(N([C@H](CC1)C2)OS(=O)(=O)O)=O)(C)C.[Na] Sodium (2S,5R)-N'-(2,2-dimethylpropanoyl)-7-oxo-6-(sulfooxy)-1,6-diazabicyclo[3.2.1]octane-2-carbohydrazide